aminoacetic acid-tert-butyl ester C(C)(C)(C)OC(CN)=O